ethyl(phenyl)amino[1,2,4]triazolo[4,3-a]quinazoline-8-carbaldehyde C(C)C1=NC=2N(C3=CC(=CC=C13)C=O)C(=NN2)NC2=CC=CC=C2